C12(CC3CC(CC(C1)C3)C2)CNC(=O)C=2C=C3C=CN(C3=CC2)CC2=CC(=C(C=C2)C(NO)=O)Cl N-(((3r,5r,7r)-adamantan-1-yl)methyl)-1-(3-chloro-4-(hydroxycarbamoyl)benzyl)-1H-indole-5-carboxamide